2,4-Bis(4-hydroxyphenyl)-2-methyl-butan OC1=CC=C(C=C1)C(C)(CCC1=CC=C(C=C1)O)C